(3R,4R)-3-amino-4-(3-boronopropyl)pyrrolidine-3-carboxylic acid N[C@]1(CNC[C@H]1CCCB(O)O)C(=O)O